COCCNC1=NC=2N(C=C1)N=CC2N2CC(C2)OC=2C=C(C(=O)NC=1C=NC=C(C1)C(F)(F)F)C=CC2C 3-((1-(5-((2-methoxyethyl)amino)pyrazolo[1,5-a]pyrimidin-3-yl)azetidin-3-yl)oxy)-4-methyl-N-(5-(trifluoromethyl)pyridin-3-yl)benzamide